C(CCC)[N+](CCCC)(CCCC)CCCC.C(CC=O)=O malonaldehyde tetrabutylammonium salt